N-(3-((8-amino-6-(5-amino-4-methylpyridin-3-yl)-7-fluoroisoquinolin-3-yl)amino)-3-oxopropyl)-4-((2-(2,6-dioxopiperidin-3-yl)-1,3-dioxoisoindolin-4-yl)amino)butanamide NC=1C(=C(C=C2C=C(N=CC12)NC(CCNC(CCCNC1=C2C(N(C(C2=CC=C1)=O)C1C(NC(CC1)=O)=O)=O)=O)=O)C=1C=NC=C(C1C)N)F